CC(C)(CCCCCCCCCCCCC)C1=CNC(O1)=O 5-(2-methylpentadecan-2-yl)oxazol-2(3H)-one